BrC1=C2C=3C=C(C=CC3C=CC2=CC=C1)C1=CC=C(C=C1)C1=C(OCCO1)C1=CC=C(N(C)C)C=C1 4-(3-(4-(5-Bromophenanthr-3-yl)phenyl)-5,6-dihydro-1,4-dioxin-2-yl)-N,N-dimethylaniline